N-((3R,4S)-4-(4-fluorophenyl)-1-methylpyrrolidin-3-yl)-3-(2-methylpyridin-4-yl)-1H-pyrazolo[3,4-b]pyridine-5-amide FC1=CC=C(C=C1)[C@@H]1[C@H](CN(C1)C)NC(=O)C=1C=C2C(=NC1)NN=C2C2=CC(=NC=C2)C